NC=1NC(C2=C(N1)N(C=C2)CC(=O)N([C@H](CO)C(=O)O)CCN)=O N-(2-(2-amino-4-oxo-3,4-dihydro-7H-pyrrolo[2,3-d]pyrimidin-7-yl)acetyl)-N-(2-aminoethyl)-D-serine